C[C@@H]1CN(CC=2N1N=C1C=C(C=CC21)N2CCNCC2)C2=C1C=CC=NC1=C(C=C2)C#N (R)-5-(4-methyl-8-(piperazin-1-yl)-3,4-dihydropyrazino[1,2-b]indazol-2(1H)-yl)quinoline-8-carbonitrile